benzyl-ethyl-malonate C(C1=CC=CC=C1)C(C(=O)[O-])(C(=O)[O-])CC